3,5-dichloro-4-[(5-isopropyl-6-methoxypyridazin-3-yl)oxy]aniline ClC=1C=C(N)C=C(C1OC=1N=NC(=C(C1)C(C)C)OC)Cl